methyl (R)-2-((4-bromophenyl)ethynyl)-4-oxochromane-2-carboxylate BrC1=CC=C(C=C1)C#C[C@@]1(OC2=CC=CC=C2C(C1)=O)C(=O)OC